tert-Butyl 4-(4,4-difluoro-1-piperidyl)-2,2-dimethyl-piperidine-1-carboxylate FC1(CCN(CC1)C1CC(N(CC1)C(=O)OC(C)(C)C)(C)C)F